1,2-dioleyloxypropyl-3-aminopropane C(CCCCCCC\C=C/CCCCCCCC)OC(C(C)OCCCCCCCC\C=C/CCCCCCCC)CCCN